2-[2-amino-4-(trifluoromethyl)phenyl]-1-methylhydrazine-1-carboxylic acid tert-butyl ester C(C)(C)(C)OC(=O)N(NC1=C(C=C(C=C1)C(F)(F)F)N)C